COC1=CC=C(C2=COC3=CC(=C(C=C3C2=O)OC)OC)C=C1 4',6,7-trimethoxyisoflavone